(4-bromo-2-fluoro-phenyl)-cyclopropyl-methanone BrC1=CC(=C(C=C1)C(=O)C1CC1)F